C(C)[C@@H]1N(C[C@H](N(C1)C(C)C1=C(C=C(C=C1)F)OC(C)C)CC)C=1C=2C(N(C(C1)=O)C)=CN(N2)CC#N 2-(7-((2S,5R)-2,5-diethyl-4-(1-(4-fluoro-2-isopropoxyphenyl)ethyl)piperazin-1-yl)-4-methyl-5-oxo-4,5-dihydro-2H-pyrazolo[4,3-b]pyridin-2-yl)acetonitrile